2-(azepan-1-yl)-8-bromo-7-fluoroquinoline N1(CCCCCC1)C1=NC2=C(C(=CC=C2C=C1)F)Br